trans-N-(3-(2-cyclopropylthiazol-5-yl)phenyl)-N-((trans-4-(4-methoxy-3-methylphenyl)cyclohexyl)methyl)-4-(2-(methylamino)ethoxy)cyclohexanecarboxamide hydrochloride Cl.C1(CC1)C=1SC(=CN1)C=1C=C(C=CC1)N(C(=O)[C@@H]1CC[C@H](CC1)OCCNC)C[C@@H]1CC[C@H](CC1)C1=CC(=C(C=C1)OC)C